N-[2-(methylamino)ethyl]-4-[[4-[[2-(6-methyl-2-pyridyl)pyrimidin-4-yl]amino]pyrimidin-2-yl]amino]benzenesulfonamide CNCCNS(=O)(=O)C1=CC=C(C=C1)NC1=NC=CC(=N1)NC1=NC(=NC=C1)C1=NC(=CC=C1)C